The molecule is a glycoside that is alpha-L-fucose in which the hydrogen of the anomeric hydroxy group is replaced by a 4-aminobutyl group. A synthetic version of the alpha-fucosyl glycoside (AFG) epitope from the major peanut allergen glycoprotein Arachis hypogaea h2 (Ara-h2). It has a role as an allergen. It derives from an alpha-L-fucose. C[C@H]1[C@H]([C@H]([C@@H]([C@@H](O1)OCCCCN)O)O)O